BrC1=CC(=C(C(=C1)C)C(C(=O)N)C(C)(C)C)C1(CC1)F (4-bromo-2-(1-fluorocyclopropyl)-6-methylphenyl)-3,3-dimethylbutyramide